ClC1=CC(=C(OCC2=NC=CC(=N2)OC2CCN(CC2)CC2=NC3=C(N2C[C@H]2OCC2)C=C(C=C3F)C(=O)O)C=C1)F 2-{[4-({2-[(4-chloro-2-fluorophenoxy)methyl]pyrimidin-4-yl}oxy)piperidin-1-yl]methyl}-4-fluoro-1-{[(2S)-oxetan-2-yl]methyl}-1H-1,3-benzodiazole-6-carboxylic acid